8-methoxy-guanosine COC=1N([C@H]2[C@H](O)[C@H](O)[C@@H](CO)O2)C=2N=C(NC(C2N1)=O)N